C(C)OC(=O)C1CCC(CC1)OC1=C(C(=CC=C1)Br)C.C1(=CC=CC=C1)C(=O)N1C=C(C=C1)B1OC(C(O1)(C)C)(C)C phenyl-(3-(4,4,5,5-tetramethyl-1,3,2-dioxaborolan-2-yl)-1H-pyrrol-1-yl)methanone ethyl-4-(3-bromo-2-methyl-phenoxy)cyclohexanecarboxylate